methyl 6-fluoro-2-methyl-7-nitro-1H-indole-5-carboxylate FC1=C(C=C2C=C(NC2=C1[N+](=O)[O-])C)C(=O)OC